acetyl thioformate C(=S)OC(C)=O